N-ethyl-2-(2-methoxynaphthalen-1-yl)-N-methylethan-1-amine fumarate C(\C=C\C(=O)O)(=O)O.C(C)N(CCC1=C(C=CC2=CC=CC=C12)OC)C